5-(4-(5-methylpiperidin-2-yl)phenyl)Thiazole CC1CCC(NC1)C1=CC=C(C=C1)C1=CN=CS1